N1C(=CC2=C1C=CC=N2)C=O 1H-PYRROLO[2,3-E]PYRIDINE-2-CARBALDEHYDE